O[C@H](COC=1C=C(C=CC1)S(=O)(=O)NC)CNC1COC2(C1)CCN(CC2)S(=O)(=O)C2=CC=C(C=C2)S(=O)(=O)C 3-((2S)-2-hydroxy-3-(8-(4-(methylsulfonyl)phenylsulfonyl)-1-oxa-8-azaspiro[4.5]decan-3-ylamino)propoxy)-N-methylbenzenesulfonamide